CN(CC(C)(O)C)C 1-(dimethylamino)-2-methylpropan-2-ol